(dimethylsulfamoyl)-4-(hept-6-enylamino)benzoic acid CN(S(=O)(=O)C1=C(C(=O)O)C=CC(=C1)NCCCCCC=C)C